2-(2-(ethylsulfonyl)-7-(1H-1,2,4-triazol-1-yl)pyrazolo[1,5-a]pyrimidin-3-yl)-7-(trifluoromethyl)-[1,2,4]triazolo[1,5-c]pyrimidine C(C)S(=O)(=O)C1=NN2C(N=CC=C2N2N=CN=C2)=C1C1=NN2C=NC(=CC2=N1)C(F)(F)F